5-methyl-7-nitro-6-oxo-8-(piperazin-1-yl)-5,6-dihydro-1,5-naphthyridine-2-carbonitrile CN1C=2C=CC(=NC2C(=C(C1=O)[N+](=O)[O-])N1CCNCC1)C#N